O=C1NC(CCC1N1C(C2=CC=C(C=C2C1)C#N)=O)=O (2,6-Dioxopiperidin-3-yl)-1-oxoisoindoline-5-carbonitrile